C(C1=CC=CC=C1)[C@@H]1N(C(OC1)=O)C([C@@H](CC1=NC=C(N=C1)Br)[C@@H]1CN(CC1)C(=O)OC(C)(C)C)=O tert-Butyl (3R)-3-[(1S)-2-[(4S)-4-benzyl-2-oxo-oxazolidin-3-yl]-1-[(5-bromopyrazin-2-yl)methyl]-2-oxo-ethyl]pyrrolidine-1-carboxylate